undecyl 5-methylsulfonyl-4-oxo-1-[4-(trifluoromethoxy)phenyl]cinnoline-3-carboxylate CS(=O)(=O)C1=C2C(C(=NN(C2=CC=C1)C1=CC=C(C=C1)OC(F)(F)F)C(=O)OCCCCCCCCCCC)=O